8-cyclopropyl-6-methylimidazo[1,2-a]pyrazin-2-yl trifluoromethanesulfonate FC(S(=O)(=O)OC=1N=C2N(C=C(N=C2C2CC2)C)C1)(F)F